N-(5-(2-((cyclopentylmethyl)(methyl)amino)acetamido)-2-methylpyridin-3-yl)-2-(1-methyl-1H-pyrazol-4-yl)-1H-pyrrolo[2,3-b]pyridine-5-carboxamide C1(CCCC1)CN(CC(=O)NC=1C=C(C(=NC1)C)NC(=O)C=1C=C2C(=NC1)NC(=C2)C=2C=NN(C2)C)C